NC1=NC=NC=2C3=C(CC(C12)(C)C)C(=C(C=C3)O[C@@H]3CC[C@H](CC3)N)NCC#N 2-[[4-amino-8-(trans-4-aminocyclohexyloxy)-5,5-dimethyl-6H-benzo[H]quinazolin-7-yl]amino]acetonitrile